C(C)(C)(C)OC(=O)C1=NC(=CC=C1NC(C)C1=CC(=CC=2C(C(=C(OC21)SCC)C)=O)C(F)(F)F)Cl 6-chloro-3-[1-[2-ethylsulfanyl-3-methyl-4-oxo-6-(trifluoromethyl)benzopyran-8-yl]ethylamino]pyridine-2-carboxylic acid tert-butyl ester